CN1C=C(C=2C1=CN=C(C2)NC(C)=O)C2=NC(=CC(=C2)C2=NC=CC=C2)S(=O)(=O)C N-(1-methyl-3-(6'-(methylsulfonyl)-[2,4'-bipyridyl]-2'-yl)-1H-pyrrolo[2,3-c]pyridin-5-yl)acetamide